(1R,2S,5S)-3-(2-(3-acetyl-7-methyl-5-(2-methylpyrazolo[1,5-a]pyrimidin-6-yl)-1H-indol-1-yl)acetyl)-N-((S)-3-fluoro-4-methylpent-3-en-2-yl)-3-azabicyclo[3.1.0]hexane-2-carboxamide C(C)(=O)C1=CN(C2=C(C=C(C=C12)C=1C=NC=2N(C1)N=C(C2)C)C)CC(=O)N2[C@@H]([C@@H]1C[C@@H]1C2)C(=O)N[C@@H](C)C(=C(C)C)F